C(C)(C)(C)OC(=O)N[C@H]1[C@H](CCCC1)N (1r,2s)-N-t-butoxycarbonyl-1,2-cyclohexanediamine